3-chlorophenyl-boronic acid ClC=1C=C(C=CC1)B(O)O